NNS(=O)(=O)C1=CC=CC=C1 N-aminobenzenesulfonamide